(R)-7-(8-ethynyl-7-fluoronaphthalen-1-yl)-8-fluoro-N-methyl-2-morpholino-N-(piperidin-2-ylmethyl)pyrido[4,3-d]pyrimidin-4-amine C(#C)C=1C(=CC=C2C=CC=C(C12)C1=C(C=2N=C(N=C(C2C=N1)N(C[C@@H]1NCCCC1)C)N1CCOCC1)F)F